P(=O)(OC)(OCOC1=C(C(=CC(=C1)CCCCC)OCOP(=O)(OC)OC1=CC=CC=C1)C1=C(C=CC(=C1)C)C(=C)C)OC1=CC=CC=C1 methyl (((5'-methyl-4-pentyl-6-(((phenoxy(methoxy)phosphoryl)oxy) methoxy)-2'-(prop-1-en-2-yl)-[1,1'-biphenyl]-2-yl)oxy)methyl) phenyl phosphate